methacryloylborate-silane [SiH4].C(C(=C)C)(=O)OB(O)O